2-(4-fluorophenoxy)-1-(2-(5-(trifluoromethyl)-1,2,4-oxadiazol-3-yl)-6,7-dihydrothieno[3,2-c]pyridin-5(4H)-yl)ethan-1-one FC1=CC=C(OCC(=O)N2CC3=C(CC2)SC(=C3)C3=NOC(=N3)C(F)(F)F)C=C1